trimethoxy(4-methoxyphenyl)silane Tert-Butyl-4-(3-(3-amino-6-methylthieno[2,3-b]pyridine-2-carboxamido)chroman-7-yl)piperazine-1-carboxylate C(C)(C)(C)OC(=O)N1CCN(CC1)C1=CC=C2CC(COC2=C1)NC(=O)C1=C(C=2C(=NC(=CC2)C)S1)N.CO[Si](C1=CC=C(C=C1)OC)(OC)OC